BrC=1C(=NC(=NC1)NC=1C(=NN(C1)C1CCNCC1)CC)NCCCN1C(CCCC1)=O 1-(3-((5-bromo-2-((3-ethyl-1-(piperidin-4-yl)-1H-pyrazol-4-yl)amino)pyrimidin-4-yl)amino)propyl)piperidin-2-one